Cl.N1C=NC=C1\C=C\1/C(NC2=CC(=CC=C12)NC(=O)NC1=CC=C(C=C1)C1CCNCC1)=O (Z)-1-(3-((1H-imidazol-5-yl)methylene)-2-oxindol-6-yl)-3-(4-(piperidin-4-yl)phenyl)urea hydrochloride